C(CCCCCCC)OC(=O)C1C(C(CCC1)C)C(=O)OCCCCCCCC 3-methylcyclohexane-1,2-dicarboxylic acid dioctyl ester